NC1=NC(N(C=C1)[C@@H]1O[C@@]([C@H](C1)O)(CO)C#CCl)=O 4-amino-1-((2R,4S,5R)-5-(chloroethynyl)-4-hydroxy-5-(hydroxymethyl)tetrahydrofuran-2-yl)pyrimidin-2(1H)-one